((3S,4R)-4-fluoropiperidin-3-yl)carbamic acid tert-butyl ester C(C)(C)(C)OC(N[C@H]1CNCC[C@H]1F)=O